N,N-dimethyl-6-[(5'S,7a'R)-3'-oxo-5'-phenyltetrahydro-1H,3'H-spiro[piperidine-4,2'-pyrrolo[2,1-b][1,3]oxazol]-1-yl]pyridine-3-carboxamide CN(C(=O)C=1C=NC(=CC1)N1CCC2(C(N3[C@H](O2)CC[C@H]3C3=CC=CC=C3)=O)CC1)C